FC(N1N=CC=C1CN1[C@@H](CCN2C1=NC(=CC2=O)N2CC1CCC(C2)O1)C(F)(F)F)F (S)-9-(2-Difluoromethyl-2H-pyrazol-3-ylmethyl)-2-(8-oxa-3-aza-bicyclo[3.2.1]oct-3-yl)-8-trifluoromethyl-6,7,8,9-tetrahydro-pyrimido[1,2-a]-pyrimidin-4-one